CC(C)(C)NC(=O)OC1CCC(CC1)CC(C)(C)NC[C@H](O)C=1C=NC=C(C1)F (1S,4s)-4-{2-[(R)-2-(5-fluoro-3-pyridyl)-2-hydroxyethylamino]-2-methylpropyl}cyclohexyl 2-methyl-2-propanecarbamate